C(#N)C1=NN(C=C1NC(=O)C=1C=NN2C1N=C(C=C2)N2CCN(CC2)C(=O)OC(C)(C)C)C2CCC(CC2)C(=O)OC tert-butyl 4-[3-[[3-cyano-1-(4-methoxycarbonylcyclohexyl)pyrazol-4-yl]carbamoyl]pyrazolo[1,5-a]pyrimidin-5-yl]piperazine-1-carboxylate